3-((5-Amino-3-ethyl-8-(1-(1'-methyl-[1,4'-bipiperidin]-4-yl)-1H-pyrazole-4-yl)pyrido[3,4-b]pyrazin-2-yl)amino)cyclopentan-1-ol NC1=NC=C(C=2C1=NC(=C(N2)NC2CC(CC2)O)CC)C=2C=NN(C2)C2CCN(CC2)C2CCN(CC2)C